C(C)OC(=O)[C@@H]1O[C@]([C@H]([C@H]1C1=C(C(=C(C=C1)F)F)SC)C)(C(F)(F)F)C |r| Rac-(2R,3S,4S,5R)-3-(3,4-difluoro-2-(methylthio)phenyl)-4,5-dimethyl-5-(trifluoromethyl)tetrahydrofuran-2-carboxylic acid ethyl ester